FC1=NN(C2=CC=C(C=C12)C=O)C 3-fluoro-5-formyl-N-methyl-1H-indazole